(R)-3-(5-(difluoromethyl)-1,3,4-thiadiazol-2-yl)-N-(1-(fluoromethyl)cyclopropyl)-8-(3-methylpiperazin-1-yl)imidazo[1,5-a]pyridine-6-sulfonamide FC(C1=NN=C(S1)C1=NC=C2N1C=C(C=C2N2C[C@H](NCC2)C)S(=O)(=O)NC2(CC2)CF)F